N-(Benzo[d][1,3]Dioxol-5-Ylmethyl)-2-(3-(3-(Pentan-3-Ylcarbamoyl)-1H-Pyrazol-5-yl)Phenyl)Oxazole-5-Carboxamide O1COC2=C1C=CC(=C2)CNC(=O)C2=CN=C(O2)C2=CC(=CC=C2)C2=CC(=NN2)C(NC(CC)CC)=O